NCC1=CC=C(C=C1)N1CCC2(C(C=3C=C(SC3N=C12)C)=O)O 12-[4-(aminomethyl)phenyl]-9-hydroxy-5-methyl-4-thia-2,12-diazatricyclo[7.3.0.03,7]dodeca-1,3(7),5-trien-8-one